N-(4-(4-methoxy-2-nitrophenyl)pyridin-2-yl)cyclopropanecarboxamide COC1=CC(=C(C=C1)C1=CC(=NC=C1)NC(=O)C1CC1)[N+](=O)[O-]